C1=CC(=CC(=C1)N)N diaminobenzene